[N+](=O)([O-])C1=C(C=CC=C1)NC(=O)OCC1=C(N2C([C@H]([C@H]2SC1)NC(CC1=CC=CC=C1)=O)=O)C(=O)O (6R,7R)-3-((((2-nitrophenyl)carbamoyl)oxy)methyl)-8-oxo-7-(2-phenylacetamido)-5-thia-1-azabicyclo[4.2.0]oct-2-ene-2-carboxylic acid